ethyl 2-(4-chloro-2-fluorophenyl)-6-(2-(1-cyclopropyl-1H-pyrazol-4-yl) morpholino)-3-vinylisonicotinate ClC1=CC(=C(C=C1)C=1C(=C(C(=O)OCC)C=C(N1)N1CC(OCC1)C=1C=NN(C1)C1CC1)C=C)F